tert-butyl (1R,3S,5S)-3-[methyl([6-[4-(pyrazol-1-yl)-1H-indol-7-yl]pyridazin-3-yl])amino]-8-azabicyclo[3.2.1]octane-8-carboxylate CN(C1C[C@H]2CC[C@@H](C1)N2C(=O)OC(C)(C)C)C=2N=NC(=CC2)C=2C=CC(=C1C=CNC21)N2N=CC=C2